1-Chloro-2-fluoro-4-methyl-5-nitrobenzene ClC1=C(C=C(C(=C1)[N+](=O)[O-])C)F